C1=CC=CC=2C3=CC=CC=C3C(C12)=C1CC(=C(C=C1)O)C=1C(=CC=CC1)O 4'-(9H-fluorene-9,9-diyl)biphenol